COC1=CC=C(CN(S(=O)(=O)C2=C(C=C(CN3C(=C(C=C3C3=CC=C(C=C3)OC(F)(F)F)C(=O)N)CC3CC3)C=C2)F)CC2=CC=C(C=C2)OC)C=C1 1-(4-(N,N-bis(4-methoxybenzyl)sulfamoyl)-3-fluorobenzyl)-2-(cyclopropylmethyl)-5-(4-(trifluoromethoxy)phenyl)-1H-pyrrole-3-carboxamide